NC1CC(C1)C(=O)N1CCC1 1-(3-aminocyclobutanecarbonyl)azetidin